cymen C1(=CC=C(C=C1)C)C(C)C